tert-butyl (2S)-5-[2-(tert-butoxycarbonylamino)ethylamino]-2-(9H-fluoren-9-ylmethoxycarbonylamino)-5-oxo-pentanoate C(C)(C)(C)OC(=O)NCCNC(CC[C@@H](C(=O)OC(C)(C)C)NC(=O)OCC1C2=CC=CC=C2C=2C=CC=CC12)=O